N1(CCNCC1)C1=NC(=CC(=N1)N)C=1C=NC2=CC=CC=C2C1 2-(piperazin-1-yl)-6-(quinolin-3-yl)pyrimidin-4-amine